2-(6-bromo-5-fluoro-1-oxospiro[3H-isoquinoline-4,1'-cyclopropane]-2-yl)-N-(9H-purin-2-yl)acetamide BrC=1C(=C2C(=CC1)C(N(CC21CC1)CC(=O)NC1=NC=C2N=CNC2=N1)=O)F